5-bromo-4,6-dimethoxy-2-methylpyrimidine BrC=1C(=NC(=NC1OC)C)OC